5-[4-(3-methoxynaphthalen-2-yl)-1,2,3-triazol-1-yl]-1-oxo-3H-isoindol-2-ylpiperidine-2,6-dione COC=1C(=CC2=CC=CC=C2C1)C=1N=NN(C1)C=1C=C2CN(C(C2=CC1)=O)N1C(CCCC1=O)=O